6-bromo-3-methyl-1,3-dihydro-2H-imidazo[4,5-B]pyridin-5-one BrC1=CC2=C(NC1=O)N(CN2)C